OC(=O)C(F)(F)F.C(CCC)N1C(C2=CN=CC=C2C(=C1)C1=CC(=C(C=C1)O[C@@H]1[C@H](CNCC1)F)OC)=O 2-butyl-4-(4-(((3S,4S)-3-fluoropiperidin-4-yl)oxy)-3-methoxyphenyl)-2,7-naphthyridin-1(2H)-one TFA salt